4-fluoro-3-(methylcarbamoyl)benzylcarbamic acid tert-butyl ester C(C)(C)(C)OC(NCC1=CC(=C(C=C1)F)C(NC)=O)=O